N-(3,5-dichloro-4-fluorophenyl)-2,3,6,6-tetramethyl-4-oxo-2,4,5,6,7,8-hexahydropyrrolo[3,4-c]azepine-1-carboxamide ClC=1C=C(C=C(C1F)Cl)NC(=O)C=1N(C(=C2C(NC(CCC21)(C)C)=O)C)C